N1=NN(C2=NC=CC=C21)C2=CC=C(C(=O)NC1=NC=CC=C1Cl)C=C2 4-(3H-[1,2,3]triazolo[4,5-b]pyridin-3-yl)-N-(3-chloropyridin-2-yl)benzamide